C(CCCCCCCC)(=O)OCC1=CC=CC=C1 benzyl pelargonate